ClC1=CC(=C(C=C1)C1=CC=C(N=N1)N(C1C[C@H]2CC[C@@H](C1)N2C(=O)OC(C)(C)C)C)OC tert-butyl (1R,3s,5S)-3-((6-(4-chloro-2-methoxyphenyl)pyridazin-3-yl)(methyl)amino)-8-azabicyclo[3.2.1]octane-8-carboxylate